(Z)-N-(2-(diethylamino)ethyl)-5-((5-fluoro-1-glycyl-2-oxoindol-3-ylidene)methyl)-2,4-dimethyl-1H-pyrrole-3-carboxamide hydrochloride Cl.C(C)N(CCNC(=O)C1=C(NC(=C1C)\C=C\1/C(N(C2=CC=C(C=C12)F)C(CN)=O)=O)C)CC